Silylamid [SiH3][NH-]